2-(mercaptomethyl)-4,7,10,13,16-pentaoxo-3,6,9,12-tetraazahexadecanoic acid SCC(C(=O)O)NC(CNC(CNC(CNC(CCC=O)=O)=O)=O)=O